4-((tert-Butoxycarbonyl)amino)thiophene-3-carboxylic acid methyl ester COC(=O)C1=CSC=C1NC(=O)OC(C)(C)C